2-chloro-1-octyl-3-methylimidazole hexafluorophosphate F[P-](F)(F)(F)(F)F.ClC1N(C=CN1C)CCCCCCCC